C1(CC1)NC1=NC=CC(=N1)O[C@H]1CN(C[C@H]1F)CC(=O)NC=1C=CC=C2C(=CNC12)C1=NC(=NC=C1C)NC1=NN(C(=C1)C)C 2-((3S,4R)-3-((2-(cyclopropylamino)pyrimidin-4-yl)oxy)-4-fluoropyrrolidin-1-yl)-N-(3-(2-((1,5-dimethyl-1H-pyrazol-3-yl)amino)-5-methylpyrimidin-4-yl)-1H-indol-7-yl)acetamide